COC=1C=C(C(=O)NC2=CC=C(C=C2)N2C(CCCC2)=O)C=C(C1)C#CC1=NC=CC=C1 3-METHOXY-N-(4-(2-OXOPIPERIDIN-1-YL)PHENYL)-5-(PYRIDIN-2-YLETHYNYL)BENZAMIDE